O1C(=CC=C1)/C=C/C(=O)C1=CC(=C(C(=C1)OC)OC)OC (2E)-3-(Furan-2-yl)-1-(3,4,5-trimethoxyphenyl)prop-2-en-1-on